OCC1(CCN(CC1)C(=O)OC(C)(C)C)C1=NOCC(O1)CN1CCCCC1 tert-butyl 4-(hydroxymethyl)-4-(5-(piperidin-1-ylmethyl)-5,6-dihydro-1,4,2-dioxazin-3-yl)piperidine-1-carboxylate